(Z)-tert-butyl (4-((2-((4-(N,N-diisopropylsulfamoyl)benzyl)oxy) phenyl)sulfonyl)-3-fluorobut-2-en-1-yl)carbamate C(C)(C)N(S(=O)(=O)C1=CC=C(COC2=C(C=CC=C2)S(=O)(=O)C/C(=C/CNC(OC(C)(C)C)=O)/F)C=C1)C(C)C